Methyl-2-((tert-butoxycarbonyl)amino)-7-((4'-fluoro-[1,1'-biphenyl]-3-yl)oxy)-1,2,3,4-tetrahydronaphthalene CC1C(CCC2=CC=C(C=C12)OC=1C=C(C=CC1)C1=CC=C(C=C1)F)NC(=O)OC(C)(C)C